tert-butyl (4-hydroxy-3-methylchroman-4-yl)methyl-sulfonylcarbamate OC1(C(COC2=CC=CC=C12)C)CS(=O)(=O)NC(OC(C)(C)C)=O